NC1=CC=C(C=C1)C(=CC1=CC=C(C=C1)N)C 4,4'-diamino-α-methyl-stilbene